C(C)(C)(C)C=1C(C(=CC(C1)=CC1=CC=CC=C1)C(C)(C)C)=O 2,6-di-tert-butyl-4-phenylmethylene-2,5-cyclohexadiene-1-one